COC1=C(C=C(C=C1)C=1C=C(C=NC1)C=1CB(OC1)O)OCCC (R)-4-(5-(4-methoxy-3-propoxyphenyl)pyridin-3-yl)-1,2-oxaborol-2-ol